2-cycloheptyl-N-(4-(6-fluoro-3,4-dihydroisoquinolin-2(1H)-yl)-2,6-dimethylphenyl)acetamide C1(CCCCCC1)CC(=O)NC1=C(C=C(C=C1C)N1CC2=CC=C(C=C2CC1)F)C